4-fluorophenoxy-ethyl bromide FC1=CC=C(OCCBr)C=C1